C(#N)C1CC12CCN(CC2)C(=O)OC(C)(C)C tert-butyl 1-cyano-6-azaspiro[2.5]octane-6-carboxylate